tert-butyl 4-[({6-[(2-aminoethyl)amino]-1-methyl-1H-pyrazolo[3,4-d]pyrimidin-4-yl}amino)methyl]piperidine-1-carboxylate NCCNC1=NC(=C2C(=N1)N(N=C2)C)NCC2CCN(CC2)C(=O)OC(C)(C)C